(Z)-(4-(1-(4-(2-(4-(2-(4-(2-(2,6-dioxopiperidin-3-yl)-1,3-dioxoisoindolin-5-yl)piperazin-1-yl)ethyl)piperazin-1-yl)ethoxy)phenyl)-2-phenylbut-1-en-1-yl)phenyl)boronic acid O=C1NC(CCC1N1C(C2=CC=C(C=C2C1=O)N1CCN(CC1)CCN1CCN(CC1)CCOC1=CC=C(C=C1)\C(=C(\CC)/C1=CC=CC=C1)\C1=CC=C(C=C1)B(O)O)=O)=O